FC=1C=C(C=C2C(=CN=C(C12)NC=1C=C(C=2N(C1)C=CN2)F)C)C2CCN(CC2)C(=O)OC(C)(C)C tert-butyl 4-[8-fluoro-1-[(8-fluoroimidazo[1,2-a]pyridin-6-yl)amino]-4-methyl-6-isoquinolyl]piperidine-1-carboxylate